(5-amino-8-(1-ethyl-1H-pyrazol-5-yl)-2-(1-phenylcyclopropyl)-[1,2,4]triazolo[1,5-c]pyrimidin-7-yl)benzonitrile NC1=NC(=C(C=2N1N=C(N2)C2(CC2)C2=CC=CC=C2)C2=CC=NN2CC)C2=C(C#N)C=CC=C2